tert-butyl 3-(3-bromo-4-pyridyl)-3-methylsulfonyloxy-azetidine-1-carboxylate BrC=1C=NC=CC1C1(CN(C1)C(=O)OC(C)(C)C)OS(=O)(=O)C